[PH2](=O)[O-].[NH4+] Ammonium hypophosphite